O[C@@H](CC1=NC(=CC(=N1)C(=O)N)NC1CCN(CC1)C(CC(C)C)=O)CN1CC2=CC=C(C(=C2CC1)C)OCC1=CN=CO1 (2S)-2-hydroxy-3-{5-methyl-6-[(1,3-oxazol-5-yl)methoxy]-1,2,3,4-tetrahydroisoquinolin-2-yl}propyl-6-{[1-(3-methylbutanoyl)piperidin-4-yl]amino}pyrimidine-4-carboxamide